3-[3-(4-{4-Amino-3-[4-aminophenylimino]-6-oxocyclohexa-1,4-dienylamino}phenylamino)-propyl]-1-methyl-3H-imidazol NC=1C(C=C(C(C1)=O)NC1=CC=C(C=C1)NCCCN1CN(C=C1)C)=NC1=CC=C(C=C1)N